[F-].C(=CCCCCCCCCCCCCCCCC)[NH3+] octadecenyl-ammonium fluoride